FC1(CC(CCC1)N(C1=CC=CC=C1)C(CC1(CCN(CC1)C(C(C)(C)C1=C(C=CC=C1)F)=O)C(=O)O)=O)F 4-[2-(N-[3,3-difluorocyclohexyl]anilino)-2-oxo-ethyl]-1-[2-(2-fluorophenyl)-2-methyl-propanoyl]piperidine-4-carboxylic acid